ClCC=1C(=C2C(=CC=C3C=CCC(C1)=C32)OC)C3=CC2=C(C=CC(=C2C=C3)C)C 8-(chloromethyl)-7-(5,8-dimethylnaphthalen-2-yl)-6-methoxy-1H-phenalen